Ethyl 3-(prop-1-ynyl)-1H-pyrazole-4-carboxylate C(#CC)C1=NNC=C1C(=O)OCC